CN(C(OC(C)(C)C)=O)CC1=C(OC2=C1C=CC=C2OC2=CC=C1CCN(C1=C2)C)C tert-Butyl methyl((2-methyl-7-((1-methylindolin-6-yl)oxy)benzofuran-3-yl)methyl)carbamate